C(C)(C)(C)N(C(=O)OCC1=CC=C(C=C1)OC1=C(C(=CC=C1)OC)F)CCN1N=CC2=CC(=C(C=C12)[N+](=O)[O-])C (4-(2-fluoro-3-methoxyphenoxy)phenyl)-methanol tert-butyl-N-[2-(6-nitro-5-methyl-indazol-1-yl)ethyl]carbamate